C1(CC1)C=1C(=C2C=NNC2=CC1C)C1=C(C=2N=C(N=C(C2C=N1)N1C[C@@](CCC1)(O)C)OCC1(CC1)CN1C[C@H](CC1)F)F (3R)-1-(7-(5-cyclopropyl-6-methyl-1H-indazol-4-yl)-8-fluoro-2-((1-(((S)-3-fluoropyrrolidin-1-yl)methyl)cyclopropyl)methoxy)pyrido[4,3-d]pyrimidin-4-yl)-3-methylpiperidin-3-ol